C(C)(=O)N1CCC(CC1)OC1=CC2=C(C(N(CCO2)C[C@@H](CN2CC3=CC=CC=C3CC2)O)=O)C=C1 8-[(1-acetyl-4-piperidyl)oxy]-4-[(2R)-3-(3,4-dihydro-1H-isoquinolin-2-yl)-2-hydroxypropyl]-2,3-dihydro-1,4-benzoxazepin-5-one